C(C)(C)C1=C(C(=CC(=C1)C(C)C)C(C)C)S(=O)(=O)OC1=NC(=NC2=CC3=C(C=C12)OC(COCCO3)C)C 2,7-dimethyl-7,8,10,11-tetrahydro-[1,4,7]trioxonino[2,3-g]quinazolin-4-yl 2,4,6-triisopropylbenzenesulfonate